C(N)(O)=O.C(C)(C)(C)CCOCCOCCOCCOCCOCCN tert-butyl-(17-amino-3,6,9,12,15-pentaoxaheptadecane) carbamate